β-fluoroalanine FC[C@H](N)C(=O)O